(±)-(1R,2S,4R)-4-hydroxy-2-methylcyclopentane-1-carboxylic acid ethyl ester C(C)OC(=O)[C@H]1[C@H](C[C@H](C1)O)C |r|